methyl 3-(2-bromoacetyl)-4-methoxy-benzoate BrCC(=O)C=1C=C(C(=O)OC)C=CC1OC